C(C)OC(CN1CCN(CC1)C=1C=C2C(N(C(C2=CC1)=O)C1C(NC(CC1)=O)=O)=O)OCC 5-[4-(2,2-diethoxyethyl)piperazin-1-yl]-2-(2,6-dioxopiperidin-3-yl)isoindole-1,3-dione